OC(C(C(=O)[O-])=O)C1=CC=CC=C1 HYDROXYPHENYLPYRUVAT